2,4,6-trichloro-1,3,5-triazazine ClN1NC(=NC(=N1)Cl)Cl